pyridine-carboxylic acid methyl ester COC(=O)C1=NC=CC=C1